2-(6-bromo-7-fluoro-1-oxospiro[3H-isoquinoline-4,1'-cyclopropane]-2-yl)-N-(5-fluoropyrimidin-2-yl)acetamide BrC=1C=C2C(=CC1F)C(N(CC21CC1)CC(=O)NC1=NC=C(C=N1)F)=O